FCCBr 1-fluoro-2-Ethyl bromide